2,5-dihydropyrrole-1-formate N1(CC=CC1)C(=O)[O-]